C(C1=CC=CC=C1)(=O)[C@H]1[C@@H](C12C(C1=CC=CC=C1C2=O)=O)C2=CC=C(C=C2)OC (2S,3R)-2-benzoyl-3-(p-methoxyphenyl)spiro[cyclopropane-1,2'-indene]-1',3'-dione